C(C=C)(=O)NC1=C(C(=O)N[C@H]2CCC3=CC(=CC=C23)N2C(=NC=3C2=NC(=CC3)N3N=CC=C3)C=3C(=NC=CC3)N)C=CC=C1 (S)-2-acrylamido-N-(5-(2-(2-aminopyridin-3-yl)-5-(1H-pyrazol-1-yl)-3H-imidazo[4,5-b]pyridin-3-yl)-2,3-dihydro-1H-inden-1-yl)benzamide